2-Hydroxy-5-ethoxy-5-oxopentane-2-sulfinic acid OC(C)(CCC(=O)OCC)S(=O)O